C(C)(C)(C)OC(=O)N1CC2=C(CCC1)C=CC(=C2)C#N 8-cyano-4,5-dihydro-1H-benzo[c]azepine-2(3H)-carboxylic acid tert-butyl ester